2,4-diethyl-1,3,2,4-dioxadibismetane C(C)[Bi]1O[Bi](O1)CC